CC1C(C1C=1C=NN(C1)C)C(=O)O trans-2-methyl-3-(1-methylpyrazol-4-yl)cyclopropanecarboxylic acid